CC=1N=C(N=NC1)[N-]C(C)(C)CC N-(5-methyl-1,2,4-triazin-3-yl)tertiaryamyl-amide